BrC=1C=C(C=2N(N1)C(=NC2C(C)C)C)Br 2,4-dibromo-5-isopropyl-7-methylimidazo[1,5-b]pyridazine